tert-butyl rel-(3aR,6aS)-5-oxohexahydrocyclopenta[c]pyrrole-2(1H)-carboxylate O=C1C[C@@H]2[C@@H](CN(C2)C(=O)OC(C)(C)C)C1 |o1:3,4|